(7-(3-(tert-Butyl)phenyl)-2-azaspiro[3.5]nonan-2-yl)((1s,3s)-3-hydroxy-3-methylcyclobutyl)methanone C(C)(C)(C)C=1C=C(C=CC1)C1CCC2(CN(C2)C(=O)C2CC(C2)(C)O)CC1